C=C1CCC2C(CCCC12)O 1-methyleneoctahydro-1H-inden-4-ol